(R)-N-(1-cyanopyrrolidin-3-yl)-6-(1-methyl-1H-pyrazol-4-yl)pyrazolo[1,5-a]pyridine-3-carboxamide C(#N)N1C[C@@H](CC1)NC(=O)C=1C=NN2C1C=CC(=C2)C=2C=NN(C2)C